C(C)(C)(C)OC(=O)N[C@H](C(=O)OC)CC\C(\C1=CC=CC=C1)=N/O methyl (2S,5E)-2-((t-Butoxycarbonyl) amino)-5-oximino-5-phenylpentanoate